FC(C(=O)O)(F)F.NC[C@@H]1C[C@@H](NC1)CONC(=O)[C@H]1N2C(N([C@H](CC1)C2)OS(=O)(=O)O)=O (2S,5R)-N-{[(2R,4S)-4-Aminomethyl-pyrrolidin-2-yl]methyloxy}-7-oxo-6-(sulfooxy)-1,6-diazabicyclo[3.2.1]octan-2-carboxamid Trifluoroacetat